3-(2-chlorophenyl)-5-methyl-N-(3-cyanophenyl)isoxazole-4-carboxamide ClC1=C(C=CC=C1)C1=NOC(=C1C(=O)NC1=CC(=CC=C1)C#N)C